CC=1C(=NC=C(C1)NC(C(=O)N1[C@@H](CC[C@H](C1)C)C=1C=C2CCCNC2=CC1)=O)NC(OC(C)(C)C)=O tert-Butyl N-[3-methyl-5-[[2-[(2S,5R)-5-methyl-2-(1,2,3,4-tetrahydroquinolin-6-yl)-1-piperidyl]-2-oxo-acetyl]amino]-2-pyridyl]carbamate